(E)-N'-(2-chlorobenzyl)-6-(4-methoxyphenyl)pyrazine-2-carbohydrazide ClC1=C(CNNC(=O)C2=NC(=CN=C2)C2=CC=C(C=C2)OC)C=CC=C1